N-benzylphenethyl-amine C(C1=CC=CC=C1)NCCC1=CC=CC=C1